ClC1=CC=C(C=C1)C(C(C(=O)O)C)N1[C@@](C2=C(C=C(C=C2C1=O)[C@](CC)(C1CCOCC1)O)F)(OC)C1=CC=C(C=C1)Cl 3-(4-chlorophenyl)-3-[(1R)-1-(4-chlorophenyl)-7-fluoro-5-[(1S)-1-hydroxy-1-(oxan-4-yl)propyl]-1-methoxy-3-oxo-2,3-dihydro-1H-isoindol-2-yl]-2-methylpropanoic acid